BrC1=CC(=CC=2N(C(=NC21)C(F)F)C)C(=O)OC Methyl 4-bromo-2-(difluoromethyl)-1-methyl-1H-benzo[d]imidazole-6-carboxylate